trans-4-((6-(4-fluorobenzyl)-3-methyl-1,2,4-triazin-5-yl)amino)-3-methylpiperidine-1-carboxylic acid tert-butyl ester C(C)(C)(C)OC(=O)N1C[C@H]([C@@H](CC1)NC=1N=C(N=NC1CC1=CC=C(C=C1)F)C)C